Dimethylaminoethyltrimethoxysilane CN(C)CC[Si](OC)(OC)OC